C=1CC(C=C2C3=CC=CC=C3C=CC12)=O 3-Phenanthrone